C(C)[C@H]1N(C[C@@H](N(C1)C=1C2=C(N(C(N1)=O)C)C=CC(=N2)C#N)C)C(CC)C2=CC=C(C=C2)OC 4-((2S,5R)-5-Ethyl-4-(1-(4-methoxyphenyl)propyl)-2-methylpiperazin-1-yl)-1-methyl-2-oxo-1,2-dihydropyrido[3,2-d]Pyrimidine-6-carbonitrile